S1C(=NC2=C1C=CC=C2)NC(=O)C=2C=CC=C1CCN(CC21)C2=CC=C(C(=N2)C(=O)NS(=O)(=O)C2=CC=C(C=C2)N2CCC(CC2)C(=O)OCC)C=2C=NN(C2C)CC(C)(C)C Ethyl 1-(4-(N-(6-(8-(benzo[d]thiazol-2-ylcarbamoyl)-3,4-dihydroisoquinolin-2(1H)-yl)-3-(5-methyl-1-neopentyl-1H-pyrazol-4-yl)picolinoyl)sulfamoyl)phenyl)piperidine-4-carboxylate